C(CCC)C(C=O)(C)C butylmethyl-propanal